1-fluoro-2-methoxy-4-(4-(trifluoromethyl)phenoxy)benzene FC1=C(C=C(C=C1)OC1=CC=C(C=C1)C(F)(F)F)OC